ClC=1C=C2C[C@@H](CC2=C(C1)Cl)O (1R,2S)-5,7-dichloro-2-hydroxy-2,3-dihydro-1H-inden